N-Boc-(1R,2S,5S)-6,6-dimethyl-3-azabicyclo[3.1.0]hexane-2-carboxylic acid benzyl ester C(C1=CC=CC=C1)OC(=O)[C@@H]1[C@H]2C([C@H]2CN1C(=O)OC(C)(C)C)(C)C